3-(ethoxyformyl)pyridine-5-boronic acid pinacol ester C(C)OC(=O)C=1C=NC=C(C1)B1OC(C)(C)C(C)(C)O1